4-((1R,4R)-4-(2-(1H-imidazole-1-yl)pyrimidine-4-carboxamido)cyclohexyl)piperazine-1-carboxylic acid tert-butyl ester C(C)(C)(C)OC(=O)N1CCN(CC1)C1CCC(CC1)NC(=O)C1=NC(=NC=C1)N1C=NC=C1